N-[1-[5-bromo-2-[5-(2,2-difluoroethoxy)pyrimidin-2-yl]-1,2,4-triazol-3-yl]ethyl]-3-(1-cyanocyclopropyl)-5-(trifluoromethyl)benzamide BrC=1N=C(N(N1)C1=NC=C(C=N1)OCC(F)F)C(C)NC(C1=CC(=CC(=C1)C(F)(F)F)C1(CC1)C#N)=O